ClC=1C=C(C=NC1C1=NOC(=N1)CCCCCN1CCN(CC1)C=1C=C2CN(C(C2=CC1)=O)C1C(NC(CC1)=O)=O)NC(=O)NC=1C=NC=2N(C1C1CCCC1)N=CC2 1-[5-chloro-6-[5-[5-[4-[2-(2,6-dioxo-3-piperidyl)-1-oxo-isoindolin-5-yl]piperazin-1-yl]pentyl]-1,2,4-oxadiazol-3-yl]-3-pyridyl]-3-(7-cyclopentylpyrazolo[1,5-a]pyrimidin-6-yl)urea